CC=1C=C2C(C(=COC2=CC1C)C=O)=O 6,7-DIMETHYL-3-FORMYLCHROMONE